6-acetyl-8-chloro-5-(pyridin-3-yl)imidazo[1,5-a]pyridine-1-carbonitrile C(C)(=O)C=1C=C(C=2N(C1C=1C=NC=CC1)C=NC2C#N)Cl